CN(C1=NN(C=N1)CC=1SC(=CC1)C1=NOC(=N1)C(F)(F)F)C N,N-dimethyl-1-[[5-[5-(trifluoromethyl)-1,2,4-oxadiazol-3-yl]-2-thienyl]methyl]-1,2,4-triazol-3-amine